tert-Butyl[2-(7-ethenyl-2H-1,3-benzodioxol-5-yl)ethoxy]dimethylsilane C(C)(C)(C)[Si](C)(C)OCCC1=CC2=C(OCO2)C(=C1)C=C